(3,5-difluoro-4-((7-methoxy-6-((1-methoxypropan-2-yl)oxy)quinolin-4-yl)oxy)phenyl)-4-methoxynicotinamide FC=1C=C(C=C(C1OC1=CC=NC2=CC(=C(C=C12)OC(COC)C)OC)F)C1=C(C(=O)N)C(=CC=N1)OC